NC(CC=1C=C(SC1)[C@@H](C)NC(=O)[C@H]1N([C@H]2C[C@]2(C1)C)C(CNC(C1=CC=C(C=C1)OC1=CC=CC=C1)=O)=O)=N (1S,3S,5S)-N-((R)-1-(4-(2-amino-2-iminoethyl)thiophen-2-yl)ethyl)-5-methyl-2-((4-phenoxybenzoyl)glycyl)-2-azabicyclo[3.1.0]hexane-3-carboxamide